C1(C(CC2=CC=CC=C12)=S)=S indandithione